5-(3,3-Difluoroazetidine-1-Carbonyl)-4-(2-((6,6-Dimethyl-2,4-Dioxo-3-AzabicyClo[3.1.0]Hexan-3-Yl)Methyl)Thieno[3,2-B]Pyridin-7-Yl)-6-Methylpicolinonitrile 2,2,2-Trifluoroacetate FC(C(=O)O)(F)F.FC1(CN(C1)C(=O)C=1C(=CC(=NC1C)C#N)C1=C2C(=NC=C1)C=C(S2)CN2C(C1C(C1C2=O)(C)C)=O)F